tert-butyl (R)-3-((6-methoxyquinolin-4-yl)amino)pyrrolidine-1-carboxylate COC=1C=C2C(=CC=NC2=CC1)N[C@H]1CN(CC1)C(=O)OC(C)(C)C